bis(trimethylsilyl) methyl phosphite P(O[Si](C)(C)C)(O[Si](C)(C)C)OC